COC(=O)CCC1=CC=C(C=C1)B(O)O (4-(2-methoxy-carbonylethyl)phenyl)boronic acid